ClC=1C=CC=C2C3(C(N(C12)C1=CC=C(C=C1)C[C@@H](C(=O)O)NC(C1=C(C=C(C=C1Cl)Cl)Cl)=O)=O)CC3 (S)-3-(4-(7'-chloro-2'-oxospiro[cyclopropane-1,3'-indoline]-1'-yl)phenyl)-2-(2,4,6-trichlorobenzoyl-amino)propionic acid